(5-methoxyisochroman-1-yl)-4,5-dihydro-1H-imidazole COC1=C2CCOC(C2=CC=C1)N1C=NCC1